tert-butyl (3S)-4-{[4-(chloromethyl) phenyl] methyl}-3-methylpiperazine-1-carboxylate ClCC1=CC=C(C=C1)CN1[C@H](CN(CC1)C(=O)OC(C)(C)C)C